di(tert-butyloxy)phenylvinylsilane C(C)(C)(C)O[SiH](C=CC1=CC=CC=C1)OC(C)(C)C